tert-butyl (2-(3-(phenyl (piperidin-4-ylidene)methyl)phenoxy)ethyl)carbamate C1(=CC=CC=C1)C(C=1C=C(OCCNC(OC(C)(C)C)=O)C=CC1)=C1CCNCC1